NC=1C2=C(N=CN1)N(C(=C2C(=O)NC2=CC=C(C=C2)COC)C#CCC(CC)O)C2(CC2)C 4-amino-6-(4-hydroxyhex-1-yn-1-yl)-N-(4-(methoxymethyl)phenyl)-7-(1-methylcyclopropyl)-7H-pyrrolo[2,3-d]pyrimidine-5-carboxamide